ClN1[SiH2]N([SiH2]1)Cl dichlorocyclodisilazane